NC=1N=C(C2=C(C=CC=C2C1)F)C1=C(C=2N=C(N=C(C2C=N1)N(C)CC1CNC1)OC[C@]12CCCN2C[C@@H](C1)F)F 7-(3-amino-8-fluoroisoquinolin-1-yl)-N-(azetidin-3-ylmethyl)-8-fluoro-2-(((2R,7aS)-2-fluorohexahydro-1H-pyrrolizin-7a-yl)methoxy)-N-methylpyrido[4,3-d]pyrimidin-4-amine